sodium zinc lanthanum tellurite [Te](=O)([O-])[O-].[La+3].[Zn+2].[Na+].[Te](=O)([O-])[O-].[Te](=O)([O-])[O-]